O1C(=CC(=C1)C(=O)OCC)C(=O)OCC diethyl 2,4-furandicarboxylate